N-(3-azetidinyl)pyrazole-4-boronic acid pinacol ester N1CC(C1)N1N=CC(=C1)B1OC(C)(C)C(C)(C)O1